FC1=NC(=C(C=C1[N+](=O)[O-])F)OCCF 2,5-difluoro-6-(2-fluoroethoxy)-3-nitropyridine